ClC=1N=C(C2=C(N1)N(C=C2)[C@H]2[C@@H]([C@@H]([C@H](O2)COCP(O)(O)=O)O)O)C2CCCC2 [(2R,3S,4R,5R)-5-(2-chloro-4-cyclopentyl-pyrrolo[2,3-d]-pyrimidin-7-yl)-3,4-dihydroxy-tetrahydro-furan-2-yl]methoxy-methylphosphonic acid